3-(1-(2-Chloro-4-fluorophenyl)cyclopropyl)-5-(1H-pyrazol-3-yl)-1,2,4-oxadiazole ClC1=C(C=CC(=C1)F)C1(CC1)C1=NOC(=N1)C1=NNC=C1